ClC=1C=C(C=C(C1)Cl)C=1N=CC=C2C(=C(C=NC12)NC(=O)[C@H]1CCOC2=CC=CC=C12)N(C)C (4S)-N-[8-(3,5-dichlorophenyl)-4-(dimethylamino)-1,7-naphthyridin-3-yl]chromane-4-carboxamide